N1=CN=CC=2C1=NC(CC2)=O pyrido[2,3-d]pyrimidin-7(6H)-one